ClC1=NC(=CC2=CC(=CC=C12)C(=O)OC)C methyl 1-chloro-3-methylisoquinoline-6-carboxylate